Ethyl 2-(2-chloro-4-((4-(4-(trifluoromethyl) phenyl) piperazin-1-yl) methyl) phenoxy)-2-methylpropionate ClC1=C(OC(C(=O)OCC)(C)C)C=CC(=C1)CN1CCN(CC1)C1=CC=C(C=C1)C(F)(F)F